CC1=NC2=CC(=CC(=C2N=C1N1CCOCC1)C(C)N)C 1-(2,7-dimethyl-3-morpholinoquinoxalin-5-yl)ethan-1-amine